SC(C(C(=O)O)(S)S)(C)S tetramercaptobutyric acid